BrC1=NN(C2=C1C=NC(=C2)NC(C)=O)C2=NC(=CN=C2)C(C)(C)F N-(3-bromo-1-(6-(2-fluoroprop-2-yl)pyrazin-2-yl)-1H-pyrazolo[4,3-c]pyridin-6-yl)acetamide